2-(4-(5-amino-1-(1-(but-2-ynoyl)pyrrolidin-3-yl)imidazo[1,5-c]pyrimidin-3-yl)-2-fluorophenoxy)isonicotinonitrile NC1=NC=CC=2N1C(=NC2C2CN(CC2)C(C#CC)=O)C2=CC(=C(OC=1C=C(C#N)C=CN1)C=C2)F